FC=1C(=C(C=CC1)C1CCN(CC1)C(=O)C1=NNC2=C1CN(CC2)C(=O)OC(C)(C)C)C(F)(F)F tert-butyl 3-(4-(3-fluoro-2-(trifluoromethyl)phenyl)piperidine-1-carbonyl)-6,7-dihydro-1H-pyrazolo[4,3-c]pyridine-5(4H)-carboxylate